IC=1C=NN2C1N=C(C=C2NC)N2[C@@H](COCC2)C (R)-3-iodo-N-methyl-5-(3-methylmorpholino)pyrazolo[1,5-a]Pyrimidine-7-amine